ClC=1C=C(C(=O)N(C)C)C=CC1C=1N(C2=NC=NC(=C2N1)OC1(CC1)C)CC1=NC=CC(=C1)C 3-chloro-N,N-dimethyl-4-(6-(1-methylcyclopropoxy)-9-((4-methylpyridin-2-yl)methyl)-9H-purin-8-yl)benzamide